COC1=C(C=C(C=C1)C=1C(=C(C=NC1)C1CB(OC1)O)C)OCCC 4-(5-(4-Methoxy-3-propoxyphenyl)-4-methylpyridin-3-yl)-1,2-oxaborolan-2-ol